2-((7-(2-(1-chlorovinyl)phenyl)-8-fluoro-4-(piperazin-1-yl)pyrido[4,3-d]pyrimidin-2-yl)oxy)-N-(4-((3-cyclopropyl-1H-1,2,4-triazol-1-yl)sulfonyl)phenyl)acetamide ClC(=C)C1=C(C=CC=C1)C1=C(C=2N=C(N=C(C2C=N1)N1CCNCC1)OCC(=O)NC1=CC=C(C=C1)S(=O)(=O)N1N=C(N=C1)C1CC1)F